(1R)-1-[5-(1-ethyl-5-methyl-1H-pyrazol-3-yl)-1,2,4-oxadiazol-3-yl]-6-azaspiro[2.5]octane-6-sulfonamide C(C)N1N=C(C=C1C)C1=NC(=NO1)[C@@H]1CC12CCN(CC2)S(=O)(=O)N